2-(5-cyclopropyl-5-azaspiro[3.5]nonan-2-yl)-8-fluoro-3,4-dihydro-1H-isoquinoline-6-carbohydroxamic acid C1(CC1)N1C2(CC(C2)N2CC3=C(C=C(C=C3CC2)C(=O)NO)F)CCCC1